C(CCCCCCC\C=C/C=C/CC)O (Z,E)-9,11-tetradecadienol